S1SC=CC1.S1SC=CC1.[Ni+2].C(C)[N+](CC)(CC)CC tetraethylammonium nickel bis(dithiolene) salt